FC(C1=CC=C(C=C1)CN1CC[C@H]2[C@@H]1CN(CC2)C(C=C)=O)(F)F 1-[(3aR,7aR)-1-[[4-(Trifluoromethyl)phenyl]methyl]-3,3a,4,5,7,7a-hexahydro-2H-pyrrolo[2,3-c]pyridin-6-yl]prop-2-en-1-one